BrC=1C=NC=2CCC=CC2C1 (E)-3-bromo-7,8-dihydroquinoline